N-(3-((2,3-dihydro-1H-inden-2-yl)(4-methoxybenzyl)amino)-2-hydroxypropyl)-6-(tetrahydro-2H-pyran-4-yl)imidazo[1,2-a]pyridine-2-carboxamide C1C(CC2=CC=CC=C12)N(CC(CNC(=O)C=1N=C2N(C=C(C=C2)C2CCOCC2)C1)O)CC1=CC=C(C=C1)OC